2,4-dicyanoaniline C(#N)C1=C(N)C=CC(=C1)C#N